7-isopropoxy-2-((1S,4R)-1-methyl-2-oxabicyclo[2.2.1]hept-4-yl)-N-(pyrazolo[1,5-a]pyrimidin-3-yl)imidazo[1,2-a]pyridine-6-carboxamide C(C)(C)OC1=CC=2N(C=C1C(=O)NC=1C=NN3C1N=CC=C3)C=C(N2)[C@@]23CO[C@@](CC2)(C3)C